C(C1=CC=CC=C1)OC(=O)NC1C(NC2=C(N=CC1)C(=CC=C2)F)=O 4-(((benzyloxy)carbonyl)amino)-10-fluoro-5-oxo-3,4,5,6-tetrahydrobenzo[b][1,4]diazocin